C(C)(C)N1C(=NC2=NC=C(C=C21)C2=CNC=1N=CN=CC12)C 1-isopropyl-2-methyl-6-(7H-pyrrolo[2,3-d]pyrimidin-5-yl)-1H-imidazo[4,5-b]pyridine